4-(2-nitrobenzoyl)-1H-pyrrole-2-carboxylic acid [N+](=O)([O-])C1=C(C(=O)C=2C=C(NC2)C(=O)O)C=CC=C1